5-[(1S)-1-hydroxy-2,6,6-trimethyl-4-oxocyclohex-2-en-1-yl]-3-methylpent-2,4-dienoic acid O[C@@]1(C(=CC(CC1(C)C)=O)C)C=CC(=CC(=O)O)C